C1(=CC(=CC=C1)C[C@@H]1N(CCC[C@@]1(N[S@](=O)C(C)(C)C)CO)C(=O)OC(C)(C)C)C1=CC=CC=C1 tert-butyl (2S,3S)-2-({[1,1'-biphenyl]-3-yl}methyl)-3-(hydroxymethyl)-3-{[(R)-2-methylpropane-2-sulfinyl] amino}piperidine-1-carboxylate